aminoundecanedicarboxylic acid NC(CCCCCCCCCC)(C(=O)O)C(=O)O